2-(3ar,6as)-(5-(5-(3,5-difluorophenyl)-4,5-dihydro-1H-pyrazole-1-carbonyl)hexahydrocyclopenta[c]pyrrol-2(1H)-yl)pyrimidine-4-carbonitrile FC=1C=C(C=C(C1)F)C1CC=NN1C(=O)C1C[C@@H]2[C@@H](CN(C2)C2=NC=CC(=N2)C#N)C1